[F-].P(=O)(OC1=CC(=CC(=C1)C)C)(OC1=CC(=CC(=C1)C)C)[O-] bis(3,5-dimethylphenyl) phosphate fluoride